CC1=CNC2=NC=C(C=C21)C=2C=C1CCN(CC1=C(C2)[C@H]2NCCC2)C(=O)N2CC(OCC2)C(F)(F)F (6-(3-methyl-1H-pyrrolo[2,3-b]pyridin-5-yl)-8-((S)-pyrrolidin-2-yl)-3,4-dihydroisoquinolin-2(1H)-yl)(2-(trifluoromethyl)morpholino)methanone